CC(C)(C)OC(=O)N1CCC2(CC1)CC(=O)C3=C2C=C(C=C3)Br tert-butyl 6-bromo-3-oxo-2,3-dihydrospiro[indene-1,4-piperidine]-1-carboxylate